3-((4-((2-(4-amino-4-methylpiperidin-1-yl)pyrido[2,3-b]pyrazin-6-yl)thio)-3-chloropyridin-2-yl)amino)-2,2-dimethylpropanenitrile NC1(CCN(CC1)C=1N=C2C(=NC1)N=C(C=C2)SC2=C(C(=NC=C2)NCC(C#N)(C)C)Cl)C